C[C@@H]1CN(C[C@@H](O1)C)C(=O)C=1C2=C(N(N1)CC(=O)N1CCN(CC1)C1=C(C=CC(=C1)F)C)CCC2 2-{3-[(2R,6S)-2,6-Dimethylmorpholin-4-carbonyl]-5,6-dihydrocyclopenta[c]pyrazol-1(4H)-yl}-1-[4-(5-fluoro-2-methylphenyl)piperazin-1-yl]ethan-1-on